6-fluoro-5-(1-(2-fluorophenyl)ethyl)-3-((pyridazin-3-ylmethyl)amino)-4H-benzo[e][1,2,4]thiadiazine 1,1-dioxide FC=1C=CC2=C(NC(=NS2(=O)=O)NCC=2N=NC=CC2)C1C(C)C1=C(C=CC=C1)F